(pyrazol-5-yl)-1,2,4-oxadiazole N1N=CC=C1C1=NOC=N1